NC1=NC2=CC(=CC=C2C=C1Br)O[C@H]1CC[C@]2([C@@H]1O[C@H]([C@@H]2O)N2C=CC1=C2N=CN=C1C(F)F)O (2R,3R,3aS,6S,6aR)-6-((2-amino-3-bromoquinolin-7-yl)oxy)-2-(4-(difluoromethyl)-7H-pyrrolo[2,3-d]pyrimidin-7-yl)hexahydro-3aH-cyclopenta[b]furan-3,3a-diol